[Na+].C1(=CC=CC=C1)NCC(=O)[O-] N-phenylglycine sodium salt